Cl.C(#C)C1(CC1)N 1-ethynylcyclopropanamine hydrochloride salt